N-(5-cyano-4-((2-(methylthio)ethyl)amino)pyridin-2-yl)-7-formyl-6-(1-(4-methyl-2-oxopiperazin-1-yl)ethyl)-3,4-dihydro-1,8-naphthyridine-1(2H)-carboxamide C(#N)C=1C(=CC(=NC1)NC(=O)N1CCCC2=CC(=C(N=C12)C=O)C(C)N1C(CN(CC1)C)=O)NCCSC